1,1,3,3,4,4,5,5,5-nonafluoro-1-pentene FC(=CC(C(C(F)(F)F)(F)F)(F)F)F